FC=1C=C2C=3C=CC=CC3N(C2=CC1)CC 6-fluoro-9-ethyl-9H-carbazole